2-(4-methyl-3,6-dioxo-4,6-dihydropyrido[2,3-b]pyrazin-5(3H)-yl)acetaldehyde CN1C2=C(N=CC1=O)C=CC(N2CC=O)=O